F[P-](F)(F)(F)(F)F.F[P-](F)(F)(F)(F)F.C1=CC=C[N+]2=C1C1=[N+](CC2)C2=C(S1)C=CC=C2 6,7-Dihydrobenzothiazolo[3,2-a]pyrido[2,1-c]pyrazine-5,8-diium bis(hexafluorophosphate)